(R)-8-chloro-2-(2-(2,5-difluorophenyl)pyrrolidin-1-yl)-1,5-naphthyridine ClC=1C=CN=C2C=CC(=NC12)N1[C@H](CCC1)C1=C(C=CC(=C1)F)F